C(=O)O.ClC=1C=C(C(=C(C1)O)C1=C2C(=C(N=N1)N[C@H]1CN(CCC1)CCO)C=NC=C2)F 5-chloro-3-fluoro-2-(4-{[(3R)-1-(2-hydroxyethyl)piperidin-3-yl]amino}pyrido[3,4-d]pyridazin-1-yl)phenol formate salt